4-(3-chloro-2-fluorophenyl)-4H-pyrido[2,3,4-de]quinazolin-7-amine ClC=1C(=C(C=CC1)N1C=CC2=C3C1=NC=NC3=CC=C2N)F